C1(CC1)C1=NN(C=C1C(F)(F)F)CC1CCOCC1 3-cyclopropyl-1-((tetrahydro-2H-pyran-4-yl)methyl)-4-(trifluoromethyl)-1H-pyrazole